C1(CC1)OC1=C(C(=NC=C1)OC)C1=CN(C2=NC(=CC=C21)NC(=O)[C@H]2[C@@H](C2)CN2CCN(CC2)CC)COCC[Si](C)(C)C trans-N-(3-(4-cyclopropoxy-2-methoxypyridin-3-yl)-1-((2-(trimethylsilyl)ethoxy)methyl)-1H-pyrrolo[2,3-b]pyridin-6-yl)-2-((4-ethylpiperazin-1-yl)methyl)cyclopropane-1-carboxamide